CC1=C(C=CC=C1NC1=NC=CC(=C1)OC1=C(N=C(S1)C)C1=CC=CC=C1)S(=O)(=O)N methyl-3-((4-((2-methyl-4-phenylthiazol-5-yl)oxy)pyridin-2-yl)amino)benzenesulfonamide